C(C)(C)C(C(=O)OCC)(C(C(=O)OCC)C(C)C)C diethyl 2,3-diisopropyl-2-methylsuccinate